FC(C1=NN(C=C1C(=O)NC1=C2[C@@H](CC(C2=C(C=C1)F)(C)C)C)C)F |r| 3-(difluoromethyl)-N-[(3RS)-7-fluoro-2,3-dihydro-1,1,3-trimethyl-1H-inden-4-yl]-1-methyl-1H-pyrazole-4-carboxamide